CO[Si](CCCS)(OC)OC 3-(trimethoxysilyl)-1-propyl mercaptan